Br.Br.C1(CC(C1)N)N cyclobutane-1,3-diamine dihydrobromide